(5-benzylpyridin-2-yl)-2-((s)-4,4-difluoro-3-(6-oxo-1,6-dihydropyridin-3-yl)piperidin-1-yl)propanamide C(C1=CC=CC=C1)C=1C=CC(=NC1)C(C(=O)N)(C)N1C[C@@H](C(CC1)(F)F)C1=CNC(C=C1)=O